4-[4-(3,4-dihydroxyphenyl)-2,3-dimethylbutyl]benzene-1,2-diol OC=1C=C(C=CC1O)CC(C(CC=1C=C(C(=CC1)O)O)C)C